6-chloro-5-hydroxy-3-oxohexanoic acid ClCC(CC(CC(=O)O)=O)O